FC(COC1=CC=C(C=C)C=C1)(F)F 4-(trifluoroethyloxy)styrene